NC1=NC=CC(=C1F)CN1CCN(CC1)C=1C=CC(=NC1C)C(=O)NC 5-(4-((2-amino-3-fluoropyridin-4-yl)methyl)piperazin-1-yl)-N,6-dimethylpicolinamide